tert-butyl 1-(4-bromophenyl)-3-(2-methoxy-2-oxoethyl)-1,4,6,7-tetrahydro-5H-pyrazolo[4,3-c]pyridine-5-carboxylate BrC1=CC=C(C=C1)N1N=C(C=2CN(CCC21)C(=O)OC(C)(C)C)CC(=O)OC